methylenepyrrolidine-2-carboxylic acid C=C1C(NCC1)C(=O)O